O=C1N(CCC(N1)=O)C=1C=NC=CC1CN1CCC(CC1)C1=CC=C(C=C1)NC=1C(=NC=C(N1)N1C[C@@H](CCC1)N1C(N(CC1)C)=O)C(=O)N (R)-3-((4-(1-((3-(2,4-dioxotetrahydropyrimidin-1(2H)-yl)pyridin-4-yl)methyl)piperidin-4-yl)phenyl)amino)-5-(3-(3-methyl-2-oxoimidazolin-1-yl)piperidin-1-yl)pyrazine-2-carboxamide